1-iodo-4-methylpentane ICCCC(C)C